7-fluoro-5-(2-methylindazol-5-yl)-2-(4-piperidyl)indazole FC1=CC(=CC2=CN(N=C12)C1CCNCC1)C1=CC2=CN(N=C2C=C1)C